n-[2-(1-maleimidyl)ethyl]-7-diethylaminocoumarin-3-carboxamide CCN(CC)C1=CC2=C(C=C1)C=C(C(=O)O2)C(=O)N/C=C\N3C(=O)CCC3=O